NCCOC=1C(=NC(=NC1Cl)Cl)NCCC1=C(NC2=C(C=CC=C12)F)C 5-(2-aminoethoxy)-2,6-dichloro-N-[2-(7-fluoro-2-methyl-1H-indol-3-yl)ethyl]pyrimidin-4-amine